N-(8-methoxy-4-methyl-2-oxo-1H-quinolin-6-yl)-2-[(1S,4S)-2-oxa-5-azabicyclo[2.2.1]heptan-5-yl]-5,7-dihydrofuro[3,4-b]pyridine-3-carboxamide COC=1C=C(C=C2C(=CC(NC12)=O)C)NC(=O)C=1C=C2C(=NC1N1[C@@H]3CO[C@H](C1)C3)COC2